tetrahydropyrrolyl-guanine N1(CCCC1)NC=1NC(C=2NC=NC2N1)=O